NCC1=CC=C(C=C1)CSC1=C(C(=NN1C(C(COC)(C)C)=O)C1CN(CCC1C)C(=O)N(C)C)C#N 3-[5-({[4-(Aminomethyl)phenyl]methyl}sulfanyl)-4-cyano-1-(3-methoxy-2,2-dimethylpropanoyl)-1H-pyrazol-3-yl]-N,N,4-trimethylpiperidin-1-carboxamid